CN1C2=CC=CC=C2N(C=2C=CC=CC12)C1=C(C=C(C(=C1C=1OC2=C(N1)C=CC=C2)N2C=1C=CC=CC1N(C1=CC=CC=C21)C)C=2OC1=C(N2)C=CC=C1)C=1OC2=C(N1)C=CC=C2 2,2',2''-(2,4-bis(10-methylphenazin-5(10H)-yl)benzene-1,3,5-triyl)tris(benzo[d]oxazole)